OC(C)(C)C1=C(C=C(C=C1)OC=1SC=CN1)NC1=NC=NC2=CC(=C(C=C12)OC1CN(C1)C(C=C)=O)OC 1-(3-((4-((2-(2-hydroxypropan-2-yl)-5-(thiazol-2-yloxy)phenyl)amino)-7-methoxyquinazoline-6-yl)oxy)azetidin-1-yl)prop-2-en-1-one